FC1=C(C=C(C=C1)F)C1N(CCC1)C1=CC(=C(C(=O)N[C@H](C)\C=C\S(=O)(=O)C)C=C1)F 4-(2-(2,5-Difluorophenyl)pyrrolidin-1-yl)-2-fluoro-N-((R,E)-4-(methylsulfonyl)but-3-en-2-yl)benzamide